[(2S,3R)-3-cyclobutyl-7-[5-methyl-6-[1-(trifluoromethyl)cyclopropyl]pyrrolo[2,3-b]pyrazin-3-yl]-3,4,5,6-tetrahydro-2H-azepin-2-yl]methanol C1(CCC1)[C@@H]1[C@H](N=C(CCC1)C1=CN=C2C(=N1)N(C(=C2)C2(CC2)C(F)(F)F)C)CO